CN1C2=C(C=3N=NC(=CC3CC1)N1N=C(N=C1N)NC1=CC(=C(C=C1)N1CCN(CC1)C1CCCCC1)F)C=CC=C2 1-(7-methyl-6,7-dihydro-5H-benzo[2,3]azepino[4,5-c]pyridazin-3-yl)-N3-(3-fluoro-4-(4-cyclohexylpiperazinyl)phenyl)-1H-1,2,4-triazole-3,5-diamine